3,3-Bis(benzylthio)-3-{diisopropyl[(4-methoxybenzyl)oxy]silyl}-1-phenylpropan-1-one C(C1=CC=CC=C1)SC(CC(=O)C1=CC=CC=C1)([Si](OCC1=CC=C(C=C1)OC)(C(C)C)C(C)C)SCC1=CC=CC=C1